Ethyl (1S,4s)-4-(5-(((1S,2R,3S,4R)-3-((2-ethylbutyl)carbamoyl)bicyclo[2.2.1]heptan-2-yl)carbamoyl)-2-fluoro-4-methoxyphenoxy)cyclohexane-1-carboxylate C(C)C(CNC(=O)[C@@H]1[C@@H]([C@H]2CC[C@@H]1C2)NC(=O)C=2C(=CC(=C(OC1CCC(CC1)C(=O)OCC)C2)F)OC)CC